ethyl 2-bromo-4-(bromomethyl)pyridine-3-carboxylate BrC1=NC=CC(=C1C(=O)OCC)CBr